(1-{4-[5-(trifluoromethyl)-1,2,4-oxadiazol-3-yl] benzyl}-1H-pyrazol-4-yl) acetate C(C)(=O)OC=1C=NN(C1)CC1=CC=C(C=C1)C1=NOC(=N1)C(F)(F)F